tert-Butyl 4-(6-bromo-7-fluoro-1H-indol-3-yl)piperidine-1-carboxylate BrC1=CC=C2C(=CNC2=C1F)C1CCN(CC1)C(=O)OC(C)(C)C